(R)-(2-(3-hydroxypyrrolidin-1-yl)thiazol-5-yl)(8-oxa-2-azaspiro[4.5]decan-2-yl)methanone O[C@H]1CN(CC1)C=1SC(=CN1)C(=O)N1CC2(CC1)CCOCC2